BrC=1C=C(C=CC1)C(C(=O)OC)(CCCC(CNC)(C)C)C([2H])([2H])[2H] methyl 2-(3-bromophenyl)-6,6-dimethyl-2-(methyl-d3)-7-(methyl-amino)heptanoate